2-(4-cyclopropyl-2-((triisopropylsilyl)oxy)phenyl)-2,3,4,5a,6,7,8,9-octahydro-5H-1,2,5,7-tetraazabenzo[cd]azulene-5-carboxylate C1(CC1)C1=CC(=C(C=C1)N1N=C2CCNCC3C2=C1CCN3C(=O)[O-])O[Si](C(C)C)(C(C)C)C(C)C